COC(CC1OCCC(C1)=O)=O 2-(4-oxo-tetrahydro-2H-pyran-2-yl)acetic acid methyl ester